tetraethylammonium bitartrate [O-]C(=O)C(O)C(O)C(=O)O.C(C)[N+](CC)(CC)CC